2-(1-(5-Chloro-2-((6-methoxy-2-methyl-1,2,3,4-tetrahydroisoquinolin-7-yl)amino)pyrimidin-4-yl)-1H-indol-3-yl)acetamide ClC=1C(=NC(=NC1)NC1=C(C=C2CCN(CC2=C1)C)OC)N1C=C(C2=CC=CC=C12)CC(=O)N